N-(2-aminopropyl)-3-aminopropylmethyldimethoxysilane NC(CNCCC[Si](OC)(OC)C)C